tert-Butyl (R)-4-(3-(4-cyano-2-fluorophenyl)-2,3-dihydrobenzo[b][1,4]dioxin-5-yl)piperidine-1-carboxylate C(#N)C1=CC(=C(C=C1)[C@H]1OC2=C(OC1)C=CC=C2C2CCN(CC2)C(=O)OC(C)(C)C)F